COC=C1C(OC(OC1=O)(C)C)=O 5-(methoxymethylene)-2,2-dimethyl-1,3-dioxan-4,6-dione